1-isopropyl-6-oxo-1,6-dihydropyridine-3-sulfonamide C(C)(C)N1C=C(C=CC1=O)S(=O)(=O)N